ClC1=C(C(=CC=C1)F)/C=C/C1=CC=C(NC)C=C1 (E)-4-(2-chloro-6-fluorophenylvinyl)-N-methylaniline